C(C1=CC=CC=C1)OC(=O)N1CC(CCC1)C1CNC1 3-(azetidin-3-yl)piperidine-1-carboxylic acid benzyl ester